C(#N)C1=NC2=CC(=CC(=C2N=C1N1C(C(OCC1)C)C)[C@@H](C)NC1=C(C(=O)O)C=CC=C1)C 2-(((1R)-1-(2-cyano-3-(2,3-dimethylmorpholino)-7-methylquinoxalin-5-yl)ethyl)amino)benzoic acid